FC=1C=C2CN(CC2=CC1)C=1C(=NN2C1N=CC=C2C=2C=NNC2)C(=O)NC2=CC(=CC=C2)OC (5-fluoroisoindolin-2-yl)-N-(3-methoxyphenyl)-7-(1H-pyrazol-4-yl)pyrazolo[1,5-a]pyrimidine-2-carboxamide